CC1=C(C(=CC=C1)C)C1=NC(=NC(=C1)OC[C@@H](CC(C)(C)C)NCC1=CC=C2C(=N1)N(C=C2I)C)NS(=O)(=O)C=2C=C(C(=O)O)C=CC2 3-[[4-(2,6-dimethylphenyl)-6-[(2R)-2-[(3-iodo-1-methyl-pyrrolo[2,3-b]pyridin-6-yl)methylamino]-4,4-dimethyl-pentoxy]pyrimidin-2-yl]sulfamoyl]benzoic acid